C(C1=CC=CC=C1)OC1=NC(=NC2=C(C(=C(C=C12)F)Br)F)OC[C@]12CCCN2C[C@@H](C1)F 4-(benzyloxy)-7-bromo-6,8-difluoro-2-(((2R,7aS)-2-fluorotetrahydro-1H-pyrrolizin-7a(5H)-yl)methoxy)quinazoline